NC1CCC(CC1)C#N 4-aminocyclohexane-1-carbonitrile